BrC1=C(C=C2C(=NC=NC2=C1)NC1=C(C(=C(C=C1)Cl)Cl)F)[N+](=O)[O-] 7-bromo-N-(3,4-dichloro-2-fluorophenyl)-6-nitroquinazolin-4-amine